[Cl-].C(CCC)[P+](CCCCCCCC)(CCCC)CCCC tributyl-octyl-phosphonium chloride